CN(C)CC1(CC1)COC=1N=C(C2=C(N1)CN(CC2)C2=CC=CC1=CC=CC(=C21)CC)N2CC(OCC2)C2=NNC(=N2)CO (3-(4-(2-((1-((dimethylamino)methyl)cyclopropyl)methoxy)-7-(8-ethylnaphthalen-1-yl)-5,6,7,8-tetrahydropyrido[3,4-d]pyrimidin-4-yl)morpholin-2-yl)-1H-1,2,4-triazol-5-yl)methanol